5-amino-2-[2-(2,2-difluoroethylamino)-5-fluoro-3-pyridinyl]-6-(3-methoxy-2,6-dimethyl-phenyl)pyrimidine-4-carboxamide NC=1C(=NC(=NC1C1=C(C(=CC=C1C)OC)C)C=1C(=NC=C(C1)F)NCC(F)F)C(=O)N